rac-N-{[4-(1,5-dimethyl-1H-pyrazol-4-yl)-2,5-dioxoimidazolidin-4-yl]methyl}-4'-(trifluoromethyl)[biphenyl]-2-carboxamide CN1N=CC(=C1C)[C@@]1(NC(NC1=O)=O)CNC(=O)C=1C(=CC=CC1)C1=CC=C(C=C1)C(F)(F)F |r|